2-(2,3-Difluorophenyl)-N-[(3S)-9-fluoro-2-oxo-5-phenyl-1,3-dihydro-1,4-benzodiazepin-3-yl]pyrazolo[1,5-a]pyrimidine-3-carboxamide FC1=C(C=CC=C1F)C1=NN2C(N=CC=C2)=C1C(=O)N[C@@H]1C(NC2=C(C(=N1)C1=CC=CC=C1)C=CC=C2F)=O